CC1(CCC1)N(C(OC(C)(C)C)=O)CC=1C=C2C(NCC2=C(C1)C(F)(F)F)=O tert-butyl (1-methylcyclobutyl)((3-oxo-7-(trifluoromethyl)-isoindolin-5-yl)methyl)carbamate